CC1=CC=CC(=N1)C1=NC=CC(=N1)NC1=NC(=NC=C1)NC1=CC=C(C=C1)N1C[C@@H](NCC1)CO [(2R)-4-[4-[[4-[[2-(6-methyl-2-pyridyl)pyrimidin-4-yl]amino]pyrimidin-2-yl]amino]phenyl]piperazin-2-yl]methanol